C(C)(C)(C)OC(=O)NC1(CCN(CC1)C(=O)OCC1=CC=CC=2C3=CC=CC=C3CC12)C(=O)O 4-(tert-butoxycarbonylamino)-1-fluorenylmethoxycarbonyl-piperidine-4-carboxylic acid